NC1=NC=C(C2=C1C(=NN2[C@@H]2CN(CC2)C(C=C)=O)C#CC2=C(C(=CC(=C2F)OC)OC)F)C (S)-1-(3-(4-amino-3-((2,6-difluoro-3,5-dimethoxyphenyl)ethynyl)-7-methyl-1H-pyrazolo[4,3-c]pyridin-1-yl)pyrrolidin-1-yl)prop-2-en-1-one